(6-chloropyridin-3-yl)ethane-1,2-diol ClC1=CC=C(C=N1)C(CO)O